Isopentyl 9-((5-(heptadecan-9-yloxy)-5-oxopentyl)(3-((2-(methylamino)-3,4-dioxocyclobut-1-en-1-yl)amino)propyl)amino)nonanoate CCCCCCCCC(CCCCCCCC)OC(CCCCN(CCCCCCCCC(=O)OCCC(C)C)CCCNC1=C(C(C1=O)=O)NC)=O